FC(OC1=CC=CC=N1)(F)F 6-(Trifluoromethoxy)pyridin